amylamine iodide [I-].C(CCCC)N